C(C)(C)OC(=O)C1=CN(CC(C2=C1NC=1C=CC(=CC21)F)(C)C)C(C2=CC=C(C=C2)F)=O 9-fluoro-3-(4-fluoro-benzoyl)-1,1-dimethyl-1,2,3,6-tetrahydro-azepino[4,5-b]indole-5-carboxylic acid isopropyl ester